5-[(2S)-2-aminopropyl]-N-(furan-2-ylmethyl)-6-methoxythieno[3,2-c][1,2]thiazol-3-amine N[C@H](CC1=C(C2=NSC(=C2S1)NCC=1OC=CC1)OC)C